CCCCCCCC/C=C\\CCCCCCCC(=O)OC[C@H](CO)OC(=O)CCCCCC/C=C\\C/C=C\\C/C=C\\CCCCC The molecule is a 1,2-diacyl-sn-glycerol in which the acyl groups at positions 1 and 2 are specified as oleoyl and 8Z,11Z,14Z-eicosatrienoyl respectively. It has a role as a mouse metabolite. It derives from an oleic acid and an all-cis-icosa-8,11,14-trienoic acid.